FC1=CC=C(C=C1)C(N1C[C@@H](N(C[C@H]1C)C1=CC(N(C=2C=CC(=NC12)C#N)C)=O)C)C=1C=NSC1 8-[(2S,5R)-4-[(4-Fluorophenyl)(1,2-thiazol-4-yl)methyl]-2,5-dimethylpiperazin-1-yl]-5-methyl-6-oxo-5,6-dihydro-1,5-naphthyridin-2-carbonitril